N-[2-chloro-5-(trifluoromethyl)-3-pyridyl]pyridine-4-carboxamide ClC1=NC=C(C=C1NC(=O)C1=CC=NC=C1)C(F)(F)F